FC1(CCC(CC1)NC=1C=CC(=C(C(=O)O)C1)F)F 5-((4,4-difluorocyclohexyl)amino)-2-fluorobenzoic acid